ClC=1C=CC(=C(C1)CC(=O)NC1=CC(=NC=C1)C(=O)NC1=CC=CC=C1)O 4-[[2-(5-chloro-2-hydroxy-phenyl)acetyl]amino]-N-phenyl-pyridine-2-carboxamide